COC(C1=C(C(=CC=C1)N1CC(C1)OC1=CC=C(C=C1)O)N1C=CC=C1)=O 3-(3-(4-hydroxyphenoxy)azetidin-1-yl)-2-(1H-pyrrol-1-yl)benzoic acid methyl ester